C1(=CC=CC=2OC3=C(C21)C=CC=C3)NC3=CC=CC=C3 dibenzofuranylaniline